NC=1C=CC(=NC1)OC=1C=C(C=C(C1)C1=CC(=CC(=C1)Cl)Cl)CN1CCC(CC1)CNC(C)=O N-((1-((5-((5-aminopyridin-2-yl)oxy)-3',5'-dichloro-[1,1'-biphenyl]-3-yl)methyl)piperidin-4-yl)methyl)acetamide